BrC=1C=C(C(=NC1)C(C)CS(=O)(=O)O)F.C(C)(C)(C)OOC(C)(C)C1=CC(=CC(=C1)C(C)(OOC(C)(C)C)C)C(C)(OOC(C)(C)C)C 1,3,5-tri[1-(t-butylperoxy)-1-methyl-ethyl]benzene 1-(5-bromo-3-fluoropyridin-2-yl)ethyl-methanesulfonate